4-(4-fluorophenyl)-5-methyl-3-oxopyrazine-2-carboxamide FC1=CC=C(C=C1)N1C(C(=NC=C1C)C(=O)N)=O